[Sb].[Al] aluminium-antimony